C(C=C)[Si](C)(C)OC1=CC=CC=C1 allylphenoxydimethylsilane